N1,N1,N19,N19-tetrakis(decyl)-10-(N-decyl-5-(dimethylamino)-2-fluoropentanamido)nonadecanediamide C(CCCCCCCCC)N(C(CCCCCCCCC(CCCCCCCCC(=O)N(CCCCCCCCCC)CCCCCCCCCC)N(C(C(CCCN(C)C)F)=O)CCCCCCCCCC)=O)CCCCCCCCCC